COC=1C(NC(N([C@H]2[C@H](O)[C@H](O)[C@@H](C(O)=O)O2)C1)=O)=O 5-methoxyuridineOne